CN(C1=NC(=NC(=N1)N(C)C)S)C 4,6-bis(dimethylamino)-1,3,5-triazine-2-thiol